C(C=C)[C@]1(N(C(C2=C(C=CC=C12)Cl)=O)CC1=CC=C(C=C1)OC)C(=O)OC |r| rac-Methyl 1-allyl-4-chloro-2-(4-methoxybenzyl)-3-oxoisoindoline-1-carboxylate